tert-Butyl 5'-(5-(4-Methyl-4H-1,2,4-triazol-3-yl)-1H-indol-3-yl)spiro[cyclopropane-1,3'-pyrrolo[2,3-b]pyridine]-1'(2'H)-carboxylate CN1C(=NN=C1)C=1C=C2C(=CNC2=CC1)C=1C=C2C(=NC1)N(CC21CC1)C(=O)OC(C)(C)C